C(C)(C)(C)OC(=O)N(CCCC(=O)O)C 4-[tert-butoxycarbonyl-(methyl)amino]butanoic acid